2-((2R,3S,4S,5R)-3-(3,4-difluoro-2-methoxyphenyl)-4,5-dimethyl-5-(trifluoromethyl)tetrahydrofuran-2-yl)-3-isopropyl-6-methylpyridin-4(1H)-one FC=1C(=C(C=CC1F)[C@H]1[C@@H](O[C@]([C@H]1C)(C(F)(F)F)C)C=1NC(=CC(C1C(C)C)=O)C)OC